[Br].CN1CN(C=C1)CC=C 1-methyl-3-allyl-imidazole bromine salt